(S)-4-(4-(((2-amino-4-oxo-3,4-dihydropteridin-6-yl)methyl)amino)benzamido)-5-oxo-5-((4-(1-(2-(3-oxo-3-(perfluorophenoxy)propoxy)ethyl)-1H-1,2,3-triazol-4-yl)butyl)amino)pentanoic acid NC1=NC2=NC=C(N=C2C(N1)=O)CNC1=CC=C(C(=O)N[C@@H](CCC(=O)O)C(NCCCCC=2N=NN(C2)CCOCCC(OC2=C(C(=C(C(=C2F)F)F)F)F)=O)=O)C=C1